FC=1C=C(C=CC1)C=C1C=C(C(C(=C1)C(C)(C)C)=O)C(C)(C)C 4-(3-fluorophenyl)methylene-2,6-di-t-butyl-2,5-cyclohexadien-1-one